5α-hydroxy-6β-{3-[4-(3-aminopropylamino)butylamino]propylamino}campestan-3β-ol O[C@]12[C@@H](C[C@H]3[C@@H]4CC[C@H]([C@@H](CC[C@H](C(C)C)C)C)[C@]4(CC[C@@H]3[C@]2(CC[C@@H](C1)O)C)C)NCCCNCCCCNCCCN